(S)-1-(2-(8-amino-1-(4-phenoxyphenoxy)imidazo[1,5-a]pyrazin-3-yl)pyrrolidin-1-yl)but-2-yn-1-one NC=1C=2N(C=CN1)C(=NC2OC2=CC=C(C=C2)OC2=CC=CC=C2)[C@H]2N(CCC2)C(C#CC)=O